4-(2-(3-(3-(4-chloro-3-ethyl-1H-pyrrolo[2,3-b]pyridin-5-yl)phenyl)-2-oxotetrahydropyrimidin-1(2H)-yl)ethyl)piperidine-1-carboxylic acid tert-butyl ester C(C)(C)(C)OC(=O)N1CCC(CC1)CCN1C(N(CCC1)C1=CC(=CC=C1)C=1C(=C2C(=NC1)NC=C2CC)Cl)=O